OC(=O)C(F)(F)F.NC1CN(C1)C(=O)NC=1SC(=CN1)C1CCCCC1 3-amino-N-(5-cyclohexylthiazol-2-yl)azetidine-1-carboxamide TFA Salt